1-bromo-1,1,2,3,3,3-hexafluoropropane BrC(C(C(F)(F)F)F)(F)F